Diethyl-methylcitrat C(C)C(C(C(C(=O)[O-])C)(O)C(=O)[O-])(C(=O)[O-])CC